ClC1=C(N)C(=CC(=C1)OC(F)(F)F)[N+](=O)[O-] 2-chloro-6-nitro-4-(trifluoromethoxy)-aniline